methyl 2-(4-((4-((5-cyclopentyl 1H-pyrazol-3-yl)(methyl)amino)pyrimidin-2-yl)(methyl)amino)cyclohexyl)acetate C1(CCCC1)C1=CC(=NN1)N(C1=NC(=NC=C1)N(C1CCC(CC1)CC(=O)OC)C)C